C(C)(C)(C)OOC(CCCCC)CC ethylhexyl tert-butyl peroxide